2-(4-(5-chloro-2-(1H-tetrazol-1-yl)phenyl)-2,5-dioxopiperazin-1-yl)-N-(4-(methylsulfonyl)phenyl)-3-phenylpropanamide ClC=1C=CC(=C(C1)N1CC(N(CC1=O)C(C(=O)NC1=CC=C(C=C1)S(=O)(=O)C)CC1=CC=CC=C1)=O)N1N=NN=C1